tert-butyl (1R,3s,5S)-3-[(6-{[5-(propan-2-yl)-1H-pyrazol-3-yl]amino}pyrazin-2-yl)oxy]-9-azabicyclo[3.3.1]nonane-9-carboxylate CC(C)C1=CC(=NN1)NC1=CN=CC(=N1)OC1C[C@H]2CCC[C@@H](C1)N2C(=O)OC(C)(C)C